(S)-3-(6-oxo-6,8-dihydro-2H,7H-spiro[furo[2,3-e]isoindol-3,4'-piperidin]-7-yl-2,2-d2)piperidine-2,6-dione benzenesulfonate C1(=CC=CC=C1)S(=O)(=O)O.O=C1N(CC2=C3C(=CC=C12)C1(CCNCC1)C(O3)([2H])[2H])[C@@H]3C(NC(CC3)=O)=O